3-[2-chloro-6-(ethylamino)pyridin-4-yl]-4-(4-methyl-1,2,4-triazol-3-yl)benzonitrile ClC1=NC(=CC(=C1)C=1C=C(C#N)C=CC1C1=NN=CN1C)NCC